3-{2-[(6,6-dimethylpiperidin-3-yl)amino]-5-(trifluoromethyl)pyrimidin-4-yl}-7-(2-methoxyethyl)-1H,4H,5H,6H,7H,8H-pyrrolo[2,3-c]azepin-8-one CC1(CCC(CN1)NC1=NC=C(C(=N1)C1=CNC=2C(N(CCCC21)CCOC)=O)C(F)(F)F)C